Ethyl 3-((1-(tert-butyldimethylsilyl)-1H-indol-5-yl)oxy)benzoate [Si](C)(C)(C(C)(C)C)N1C=CC2=CC(=CC=C12)OC=1C=C(C(=O)OCC)C=CC1